3-Methyl-2-[3-(2-[4-[(1r,3r)-3-[(5-[5-methyl-5H-pyrido[4,3-b]indol-7-yl]pyridin-2-yl)oxy]cyclobutoxy]piperidin-1-yl]ethoxy)-1,2-oxazol-5-yl]butanoate CC(C(C(=O)[O-])C1=CC(=NO1)OCCN1CCC(CC1)OC1CC(C1)OC1=NC=C(C=C1)C=1C=CC=2C3=C(N(C2C1)C)C=CN=C3)C